(2S,6R)-2-hydroxy-2-methyl-6-methylamino-6-(4-(trifluoromethyl)phenyl)cyclohexan-1-one hydrobromide Br.O[C@@]1(C([C@@](CCC1)(C1=CC=C(C=C1)C(F)(F)F)NC)=O)C